C(C)(C)(C)OC(=O)N1C[C@@H](CC1)C(=O)O |r| racemic-1-(tert-butoxycarbonyl)pyrrolidine-3-carboxylic acid